ClC1=C(C=CC(=C1)Cl)C1=C(NC=2C3=C(CCC12)C=CC=C3)C(=O)OC Methyl 3-(2,4-dichlorophenyl)-4,5-dihydro-1H-benzo[g]indole-2-carboxylate